NC=1C=2N(C3=CC(=CC=C3N1)C(=O)OC)C(=NC2C)C methyl 4-amino-1,3-dimethyl-imidazo[1,5-a]quinoxaline-8-carboxylate